NCC1=NNC(C2=CC=C(C=C12)C=1C=NN(C1C1=C(C2=CN(N=C2C=C1)C)C#N)C)=O 5-(4-(4-(aminomethyl)-1-oxo-1,2-dihydrophthalazin-6-yl)-1-methyl-1H-pyrazol-5-yl)-2-methyl-2H-indazole-4-carbonitrile